(S)-(1-((4'-((4-((4-(4-aminopyrimidin-2-yl)-1-methyl-1H-pyrazol-5-yl)oxy)butan-2-yl)amino)-6'-chloro-3-fluoro-[2,3'-bipyridin]-5-yl)methyl)-4-fluoropiperidin-4-yl)methanol NC1=NC(=NC=C1)C=1C=NN(C1OCC[C@H](C)NC1=C(C=NC(=C1)Cl)C1=NC=C(C=C1F)CN1CCC(CC1)(F)CO)C